(5r,8R)-8-((2,2-difluoroethyl)amino)-1-oxa-2-azaspiro[4.5]dec-2-en FC(CNC1CCC2(CC=NO2)CC1)F